(4-{[(2S)-2-(5-methyl-1,2,4-thiadiazol-3-yl)pyrrolidin-1-yl]methyl}phenoxy)benzamide CC1=NC(=NS1)[C@H]1N(CCC1)CC1=CC=C(OC2=C(C(=O)N)C=CC=C2)C=C1